C(#N)C[C@@H]1N(CCN(C1)C1=NC(=NC=2CN(CCCC21)C2=C(C=CC1=CC=CC=C21)F)OC[C@H]2N(CCC2)C)C(=O)OCC2=CC=CC=C2 benzyl (2S)-2-(cyanomethyl)-4-[8-(2-fluoro-1-naphthyl)-2-[[(2S)-1-methylpyrrolidin-2-yl]methoxy]-5,6,7,9-tetrahydropyrimido[4,5-c]azepin-4-yl]piperazine-1-carboxylate